3-(3-(4-(3-(4-chlorophenyl)ureido)phenoxy)azetidin-1-yl)-2-(1H-pyrrol-1-yl)benzoic acid ClC1=CC=C(C=C1)NC(NC1=CC=C(OC2CN(C2)C=2C(=C(C(=O)O)C=CC2)N2C=CC=C2)C=C1)=O